(1,2-ethanediyl)-bis-(3,3,5,5-tetramethylpiperazinone) C(CN1C(C(NC(C1)(C)C)(C)C)=O)N1C(C(NC(C1)(C)C)(C)C)=O